IC1=CNC2=NC=C(N=C21)C=2C=C1CCN(CC1=C(C2)C)C 6-(7-iodo-5H-pyrrolo[2,3-b]pyrazin-2-yl)-2,8-dimethyl-1,2,3,4-tetrahydroisoquinoline